C(C1=CC=CC=C1)N1[C@H]2CC[C@@H]1C1N(C2)C(OC1CO[Si](C)(C)C(C)(C)C)=O (6S,9R)-10-benzyl-1-(((tert-butyldimethylsilyl)oxy)methyl)hexahydro-1H,3H-6,9-epiminooxazolo[3,4-a]azepin-3-one